tert-butyl 4-(chloromethyl)-5,7-dimethyl-1H-indole-1-carboxylate ClCC1=C2C=CN(C2=C(C=C1C)C)C(=O)OC(C)(C)C